(S)-2,3-Bis((8-(heptadecan-9-yloxy)-8-oxooctanoyl)oxy)propyl (2-((3-hydroxypropyl)dimethylammonio)ethyl) phosphate P(=O)(OC[C@H](COC(CCCCCCC(OC(CCCCCCCC)CCCCCCCC)=O)=O)OC(CCCCCCC(=O)OC(CCCCCCCC)CCCCCCCC)=O)(OCC[N+](C)(C)CCCO)[O-]